C(C1=CC=CC=C1)OC1=NC(=CC=C1N1C(NC2=C1C=CC=C2Br)=O)OCC2=CC=CC=C2 1-(2,6-bis(benzyloxy)pyridin-3-yl)-4-bromo-1H-benzo[d]imidazol-2(3H)-one